C1(=CC=CC=C1)CCC(C=C)=O 5-phenylpent-1-en-3-one